methyl 6-[3-acetamido-5-[1-[[3,5-bis(trifluoromethyl)benzoyl]-methyl-amino]ethyl]pyrazol-1-yl]pyridine-3-carboxylate C(C)(=O)NC1=NN(C(=C1)C(C)N(C)C(C1=CC(=CC(=C1)C(F)(F)F)C(F)(F)F)=O)C1=CC=C(C=N1)C(=O)OC